(1S,3S)-N1-(5-(2-Methoxyphenyl)pyridin-2-yl)-N3-(6-methyl-1,2,4-triazin-3-yl)cyclopentane-1,3-diamine COC1=C(C=CC=C1)C=1C=CC(=NC1)N[C@@H]1C[C@H](CC1)NC=1N=NC(=CN1)C